NCCOCCOCCOC[C@H]1CN(C(O1)=O)[C@H]1CO[C@@H]([C@@H]([C@@H]1O)O)CO (R)-5-((2-(2-(2-aminoethoxy)ethoxy)ethoxy)methyl)-3-((3S,4R,5R,6R)-4,5-dihydroxy-6-(hydroxymethyl)tetrahydro-2H-pyran-3-yl)oxazolidin-2-one